(1-methyl-1H-pyrrol-2-yl)(oxo)acetic acid CN1C(=CC=C1)C(C(=O)O)=O